C(C1CO1)OCCCO[SiH2]O[SiH2]O[SiH3] (3-glycidoxypropoxy)trisiloxane